FC1=CC2=C(N(C=N2)CCC[C@H]2NCCC[C@@H]2O)C=C1 (2R,3S)-2-(3-(5-fluoro-1H-benzo[d]imidazol-1-yl)propyl)piperidin-3-ol